CC1CC(C2=C(C=CC(=C12)C)C)=O 3,4,7-trimethyl-1-indanone